FC(C1CCN(CC1)C1=NC=C(C=N1)NC1CC2(C1)CC(C2)N)(F)F N2-(2-(4-(trifluoromethyl)piperidin-1-yl)pyrimidin-5-yl)spiro[3.3]heptane-2,6-diamine